CC(C)(CC(CC(C)C1=CC=C(C=C1)O)(C1=CC=C(C=C1)O)C)C1=CC=C(C=C1)O 2,4-dimethyl-2,4,6-tris-(4-hydroxyphenyl)-heptane